ClC=1C=CC(=C(C1)C1=NN(C=C1NC(=O)C=1C=NN2C1N=CC=C2)CC(N2CCN(CC2)CCC)=O)OC(F)F N-[3-[5-chloro-2-(difluoromethoxy)phenyl]-1-[2-oxo-2-(4-propylpiperazin-1-yl)ethyl]-1H-pyrazol-4-yl]Pyrazolo[1,5-a]Pyrimidine-3-carboxamide